[N-](S(=O)(=O)C(F)(F)F)S(=O)(=O)C(F)(F)F.C(=C)N1CN(C=C1)CC 1-vinyl-3-ethylimidazole bis(trifluoromethylsulfonyl)imide salt